CN(C(=O)C=1SC2=C(C1)C=CC=C2)C N,N-dimethyl-benzothiophene-2-carboxamide